C(C=C)(=O)N1C[C@@H](N(CC1)C1=NC(N2C3=C(C(=C(C=C13)Cl)C=1C=CC(=C3C=CC=NC13)F)SCC2)=O)C 7-((S)-4-acryloyl-2-methylpiperazin-1-yl)-9-chloro-10-(5-fluoroquinolin-8-yl)-2,3-dihydro-5H-[1,4]thiazino[2,3,4-ij]quinazolin-5-one